3,4,6-tri-O-galloyl-beta-D-glucopyranose C(C1=CC(O)=C(O)C(O)=C1)(=O)O[C@@H]1[C@H]([C@H](O)O[C@@H]([C@H]1OC(C1=CC(O)=C(O)C(O)=C1)=O)COC(C1=CC(O)=C(O)C(O)=C1)=O)O